tert-butyl (2S)-2-[(methylamino)methyl]-4-[6-nitro-3-phenoxy-2-(trifluoromethyl)phenyl]piperazine-1-carboxylate CNC[C@@H]1N(CCN(C1)C1=C(C(=CC=C1[N+](=O)[O-])OC1=CC=CC=C1)C(F)(F)F)C(=O)OC(C)(C)C